N7,N7-dimethyl-N2-(1-methylpiperidin-4-yl)pyrido[2,3-d]pyrimidine-2,4,7-triamine CN(C=1C=CC2=C(N=C(N=C2N)NC2CCN(CC2)C)N1)C